(2S,4r)-1-[(2S)-2-(4-cyclopropyl-triazol-1-yl)-3,3-dimethyl-butyryl]-4-hydroxy-N-(2-imidazo[1,2-a]pyrimidin-2-ylethyl)pyrrolidine-2-carboxamide C1(CC1)C=1N=NN(C1)[C@H](C(=O)N1[C@@H](C[C@H](C1)O)C(=O)NCCC=1N=C2N(C=CC=N2)C1)C(C)(C)C